FCCOC(=O)[C@H](O)[C@@H](O)[C@H](O)[C@H](O)COP(=O)(O)O 6-phosphogluconic acid 2-fluoroethyl ester